S-ribosyl-cysteine C1([C@H](O)[C@H](O)[C@H](O1)CO)SC[C@H](N)C(=O)O